C(C(C)C)C(CC)(S(=O)(=O)O)N isobutyl-aminopropanesulfonic Acid